NCC1C2CCN(CC12)C(=O)OC(C)(C)C tert-butyl 7-(aminomethyl)-3-azabicyclo[4.1.0]heptane-3-carboxylate